C(C(C)C)(=O)[NH-] ISOBUTYRYLAMIDE